C1OC=CN2C1=NN1C(C2=O)=CC(C=C1)=O 1H-[1,4]oxazino[3,4-c]pyrido[2,1-f][1,2,4]triazine-6,8-dione